ClC1=C(C=CC=C1Cl)CCO 2-(2,3-dichlorophenyl)ethane-1-ol